FC=1C=C(C=C(C1)F)N=[N+]=[N-] 3,5-difluorophenylazide